(S)-5-methoxy-N-propyl-1,2,3,4-tetrahydronaphthalene-2-amine COC1=C2CC[C@@H](CC2=CC=C1)NCCC